1-(4-(7-(Benzyloxy)-3-bromo-2H-benzopyran-4-yl)phenyl)-4-(dimethoxymethyl)piperidine C(C1=CC=CC=C1)OC1=CC2=C(C(=C(CO2)Br)C2=CC=C(C=C2)N2CCC(CC2)C(OC)OC)C=C1